C(C)(C)(C)OC(=O)N1[C@H](CN([C@@H](C1)C)C(=O)C1(CC1)C)C1=CC=C(C=C1)F.FC1=CC=C(C=C1)[C@@H]1NC[C@H](N(C1)C(=O)C1(CC1)C)C ((2R,5S)-5-(4-fluorophenyl)-2-methylpiperazin-1-yl)(1-methylcyclopropyl)methanone tert-Butyl-(2S,5R)-2-(4-fluorophenyl)-5-methyl-4-(1-methylcyclopropanecarbonyl)piperazine-1-carboxylate